1,3-bis-(tert-butylperoxyisopropyl)-benzene C(C)(C)(C)OOC(C)(C)C1=CC(=CC=C1)C(C)(C)OOC(C)(C)C